3-(difluoromethoxy)-4-[4-(difluoromethylsulfonyl)-3-methyl-phenyl]-N-(oxetan-3-yl)-1H-pyrazolo[3,4-c]pyridine-5-carboxamide FC(OC1=NNC2=CN=C(C(=C21)C2=CC(=C(C=C2)S(=O)(=O)C(F)F)C)C(=O)NC2COC2)F